(Z)-2-cyano-N-(2,5-dibromophenyl)-3-hydroxybut-2-enamine C(#N)\C(\CNC1=C(C=CC(=C1)Br)Br)=C(\C)/O